potassium 2,3,4,5-tetrafluorobenzene oxide FC12C(C=C(C(=C1F)F)F)O2.[K]